N(=[N+]=[N-])C(C)(C)C1=C2C=C(N=CC2=C(C=C1)OC)NC1=NC(=NC=C1)C(C)(C)F 5-(2-azidopropan-2-yl)-N-(2-(2-fluoropropan-2-yl)pyrimidin-4-yl)-8-methoxyisoquinolin-3-amine